3-amino-6-(4-(methylsulfonyl)phenyl)-N-(4-sulfamoylphenyl)pyrazine-2-carboxamide NC=1C(=NC(=CN1)C1=CC=C(C=C1)S(=O)(=O)C)C(=O)NC1=CC=C(C=C1)S(N)(=O)=O